N1(N=NC2=C1C=CC=C2)C(=O)[C@H](C(C)C)NC(OC(C)(C)C)=O tert-butyl N-[(1S)-1-(benzotriazole-1-carbonyl)-2-methyl-propyl]carbamate